C(C1=CC=CC=C1)NCC=1C=CC=2N(C1)C=C(N2)CNC(=O)C=2OC1=CC=CC=C1C(C2)=O N-({6-[(benzylamino)methyl]imidazo[1,2-a]pyridin-2-yl}methyl)-4-oxo-4H-chromene-2-carboxamide